C(C1=CC=CC=C1)O[C@H](C(=O)OCC[C@@H](C)OC(C(C)OCC1=CC=CC=C1)=O)C (R)-butane-1,3-diyl (2S,2'S)-bis(2-(benzyloxy)propanoate)